(3,5-dichloro-4-((2-(3,4-difluorobenzyl)-1-oxo-1,2,3,4-tetrahydroisoquinolin-6-yl)oxy)phenyl)-1,2,4-triazine-3,5(2H,4H)-dione ClC=1C=C(C=C(C1OC=1C=C2CCN(C(C2=CC1)=O)CC1=CC(=C(C=C1)F)F)Cl)N1N=CC(NC1=O)=O